OOC1=C(C(=O)O[C@@]1([C@@H](O)CO)CC(C)C)OCC=C 3-O-hydroxyisobutyl-2-O-allylascorbic acid